ClC1=C(C(=CC=C1)Cl)N1CC(C1)C1=CC(=C(CN2CC(C2)(O)C)C(=C1)C)CC (4-(1-(2,6-dichlorophenyl)azetidin-3-yl)-2-ethyl-6-methylbenzyl)-3-methylazetidin-3-ol